3-chloro-N-(2-(4-formyl-1H-pyrazol-1-yl)-6-methylpyridin-4-yl)propane-1-sulfonamide ClCCCS(=O)(=O)NC1=CC(=NC(=C1)C)N1N=CC(=C1)C=O